FC1=C(C=CC=C1)S(=O)(=O)/C=C/CNC(=O)C=1C(NC=2CCCCC2C1)=O N-[(2E)-3-(2-fluorobenzenesulfonyl)prop-2-en-1-yl]-2-oxo-1,2,5,6,7,8-hexahydroquinoline-3-carboxamide